3',4',5',6,7,8-hexamethoxyisoflavone COC=1C=C(C2=COC3=C(C(=C(C=C3C2=O)OC)OC)OC)C=C(C1OC)OC